(S,E)-methyl 7-(1-(2-((1S,2R,4R)-bicyclo[2.2.1]heptan-2-ylamino)-2-oxoethyl)-2-oxo-1,2-dihydropyridin-3-ylamino)-6-(2,5-dichlorothiophene-3-carboxamido)-7-oxohept-2-enoate [C@H]12[C@@H](C[C@H](CC1)C2)NC(CN2C(C(=CC=C2)NC([C@H](CC/C=C/C(=O)OC)NC(=O)C2=C(SC(=C2)Cl)Cl)=O)=O)=O